BrC=1C(=NC=CC1)[C@H](C)OC[C@H](C)OCCO 2-(((S)-1-((S)-1-(3-bromopyridin-2-yl)ethoxy)propan-2-yl)oxy)ethan-1-ol